1-(4-bromophenyl)-3-(1-(2-(4-chlorophenoxy)-2-methylpropanoyl)piperidin-4-yl)urea BrC1=CC=C(C=C1)NC(=O)NC1CCN(CC1)C(C(C)(C)OC1=CC=C(C=C1)Cl)=O